[O-]CC.CO[Ti+](OC)OC Trimethoxytitanium ethoxide